C1(CCC1)N1C(=NC2=C1C=C(C=C2)C(F)(F)F)NC(CC(C(F)(F)F)C(F)(F)F)=O N-(1-cyclobutyl-6-(trifluoromethyl)-1H-benzo[d]imidazol-2-yl)-4,4,4-trifluoro-3-(trifluoromethyl)butanamide